C(C)(=O)C1=C(C=C(C=C1)Cl)C1=CC(CN=C1C)=O 5-(2-acetyl-5-chlorophenyl)-6-methylpyridine-3(2H)-one